C(C)(C)(C)OC([C@@](COC1=CC(=C(C=C1)Br)F)(C)ON)=O (S)-2-(aminooxy)-3-(4-bromo-3-fluorophenoxy)-2-methylpropanoic acid tert-butyl ester